O[C@@H]1C[C@@H](COC1)C(=O)OC |r| (±)-cis-methyl 5-hydroxytetrahydro-2H-pyran-3-carboxylate